acrylic acid silicon chloride [Si](Cl)(Cl)(Cl)Cl.C(C=C)(=O)O